(5-(Tetrahydrofuran-3-yl)pyridin-2-yl)methanol O1CC(CC1)C=1C=CC(=NC1)CO